NC1=NC=CC2=CC=C(C=C12)C1=CC=C2C(CC(C2=C1)OC1=C(C=CC=C1)CC(=O)O)(CCOC)CCOC 2-(2-((6-(1-aminoisoquinolin-7-yl)-3,3-bis(2-methoxyethyl)-2,3-dihydro-1H-inden-1-yl)oxy)phenyl)acetic acid